trans-tert-butyl 2-((benzyloxy)methyl)-3-(2-bromo-6-chloropyridin-4-yl)piperazine-1-carboxylate C(C1=CC=CC=C1)OC[C@@H]1N(CCN[C@H]1C1=CC(=NC(=C1)Cl)Br)C(=O)OC(C)(C)C